COC=1C=CC(=NC1)C1=NN=C(O1)C(=O)N1[C@@H](C2=C(CC1)NC=N2)C2=NN1C(C(=CC=C1)C(F)(F)F)=C2 (S)-(5-(5-methoxypyridin-2-yl)-1,3,4-oxadiazol-2-yl)(4-(4-(trifluoromethyl)pyrazolo[1,5-a]pyridin-2-yl)-6,7-dihydro-1H-imidazo[4,5-c]pyridin-5(4H)-yl)methanone